NC1=NC=CC=C1C1=NC=2C(=NC(=CC2)C2=CC=CC=C2)N1C=1C=CC(=NC1)C1CN(C1)C(C)C1=CC=C(C(=O)OC)C=C1 methyl 4-[1-[3-[5-[2-(2-amino-3-pyridyl)-5-phenyl-imidazo[4,5-b]pyridin-3-yl]-2-pyridyl]azetidin-1-yl]ethyl]benzoate